FC=1C=C(C#N)C=C(C1N1N=C2C(=CC1=O)NN=C2C2=CC=C1CCN(CC1=C2)C)OC 3-Fluoro-5-methoxy-4-(3-(2-methyl-1,2,3,4-tetrahydroisochinolin-7-yl)-6-oxo-1H-pyrazolo[4,3-c]pyridazin-5(6H)-yl)benzonitril